mono-oleic acid phosphate P(=O)(O)(O)O.C(CCCCCCC\C=C/CCCCCCCC)(=O)O